C1(CCCCC1)C1=NC2=C(C=CC=3CCN(CC23)C(=O)OC)N1C[C@H](C1=CC=CC=C1)C(NS(=O)(=O)C)=O methyl 2-cyclohexyl-3-[(2S)-2-(methanesulfonylcarbamoyl)-2-phenylethyl]-3H,6H,7H,8H,9H-imidazo[4,5-h]isoquinoline-8-carboxylate